C=C(C)N1C(C2=CC=C(C=C2C=N1)C(F)(F)F)=O (prop-1-en-2-yl)-6-(trifluoromethyl)phthalazin-1(2H)-one